3-acetyl-7-{[5-chloro-4-(4-fluoro-2-methoxyphenyl)pyrimidin-2-yl]amino}-4-morpholinyl-2H-benzopyran-2-one C(C)(=O)C=1C(OC2=C(C1N1CCOCC1)C=CC(=C2)NC2=NC=C(C(=N2)C2=C(C=C(C=C2)F)OC)Cl)=O